ClCC=1C=C(C(=NC1)O[C@@H]1C[C@]2(N(C=3C(=NN=C(C3)C3=C(C(=CC=C3)F)O)NC2)C1)C(F)F)F 2-((6aR,8R)-8-((5-(chloromethyl)-3-fluoropyridin-2-yl)oxy)-6a-(difluoromethyl)-5,6,6a,7,8,9-hexahydropyrrolo[1',2':4,5]pyrazino[2,3-c]pyridazine-2-yl)-6-fluorophenol